(2r,4r)-2-((1-((3-bromopyridin-2-yl)methyl)-3-oxoisoindolin-2-yl)methyl)-2-methyl-5-oxa-7-azaspiro[3.4]octan-6-one BrC=1C(=NC=CC1)CC1N(C(C2=CC=CC=C12)=O)CC1(CC2(C1)OC(NC2)=O)C